4-(1,2-bis(cyclopentyloxy)-2,2-difluoroethyl)-1,1'-biphenyl C1(CCCC1)OC(C(F)(F)OC1CCCC1)C1=CC=C(C=C1)C1=CC=CC=C1